C(C)(C)OC1=CC(=NC(=C1)S(=O)(=O)C)NC1=CC(=NC=C1C=1C2C(N(N1)C)CCOC2)NC(C)=O N-(4-((4-isopropoxy-6-(methylsulfonyl)pyridin-2-yl)amino)-5-(1-methyl-1,3a,4,6,7,7a-hexahydropyrano[4,3-c]pyrazol-3-yl)pyridin-2-yl)acetamide